OCC1=CC2C(C(OC=3C=C(C=C(C23)O)CCCCC([2H])([2H])[2H])(C)C)CC1 9-(Hydroxymethyl)-6,6-dimethyl-3-(5,5,5-trideuteriopentyl)-6a,7,8,10a-tetrahydrobenzo[c]chromen-1-ol